1,2-Bis(4-pyridyl)ethane N1=CC=C(C=C1)CCC1=CC=NC=C1